Oxazepinoindole N1C=CC=2C=CC=3C(C12)=CC=CON3